fluorooleate C(CCCCF)CCC/C=C\CCCCCCCC(=O)[O-]